[C@H]12CN(C[C@H](CC1)N2)C2=NC(=NC1=C(C(=CC=C21)C2=C(C=CC(=C2)N)P(C)(C)=O)F)OC[C@]21CCCN1C[C@@H](C2)F (2-(4-((1R,5S)-3,8-diazabicyclo[3.2.1]octan-3-yl)-8-fluoro-2-(((2R,7aS)-2-fluorotetrahydro-1H-pyrrolizin-7a(5H)-yl)methoxy)quinazolin-7-yl)-4-aminophenyl)dimethylphosphine oxide